FC(OCC[C@@H](CCC=C)S(=O)(=O)N)(F)F (3R)-1-(TRIFLUOROMETHOXY)-6-HEPTENE-3-SULFONAMIDE